FC=1C=C(C=C(C1)F)C=1N(N=C2[C@@H](NCCC21)C)C (S)-3-(3,5-difluorophenyl)-2,7-dimethyl-4,5,6,7-tetrahydro-2H-pyrazolo[3,4-c]pyridine